3-(4-((4-(2-(2-aminopyridin-3-yl)-6-(pyridin-3-yl)-3H-imidazo[4,5-b]pyridin-3-yl)benzyl)carbamoyl)phenyl)propanoic acid NC1=NC=CC=C1C1=NC=2C(=NC=C(C2)C=2C=NC=CC2)N1C1=CC=C(CNC(=O)C2=CC=C(C=C2)CCC(=O)O)C=C1